3-(4-(bromomethyl)-phenyl)-1-methylpyridin-2(1H)-one BrCC1=CC=C(C=C1)C=1C(N(C=CC1)C)=O